NC[C@]1([C@H]([C@@H](N([C@H]1CC(C)(C)C)CC)C(=O)N)C1=C(C(=CC=C1)Cl)Cl)C1=C(C=CC(=C1)Cl)F (2R,3S,4S,5S)-4-(aminomethyl)-4-(5-chloro-2-fluorophenyl)-3-(2,3-dichlorophenyl)-1-ethyl-5-neopentylpyrrolidine-2-carboxamide